2-(TERT-BUTOXYCARBONYL)PYRIDIN-3-YLBORONIC ACID C(C)(C)(C)OC(=O)C1=NC=CC=C1B(O)O